6-fluoro-3-(6-(((R)-2-hydroxy-pent-4-en-1-yl)oxy)benzo[d][1,3]dioxol-5-yl)-3-methoxyindolin-2-one FC1=CC=C2C(C(NC2=C1)=O)(OC)C1=CC2=C(OCO2)C=C1OC[C@@H](CC=C)O